FC1=C(C=CC(=C1)[N+](=O)[O-])C1CN(C1)C1CC(C1)C(=O)OC(C)(C)C tert-butyl (1r,3r)-3-(3-(2-fluoro-4-nitrophenyl)azetidin-1-yl)cyclobutane-1-carboxylate